NC1=CC=C2CN(C(C2=C1)=O)N1C(CCCC1=O)=O (6-amino-1-oxoisoindolin-2-yl)piperidine-2,6-dione